N-(1-(2,4-bis(trifluoromethyl)benzyl)-3-methyl-1H-pyrazol-4-yl)-5-(furan-2-yl)isoxazole-3-carboxamide FC(C1=C(CN2N=C(C(=C2)NC(=O)C2=NOC(=C2)C=2OC=CC2)C)C=CC(=C1)C(F)(F)F)(F)F